ClC=1C(=C(C=CC1F)[C@H](NC(=O)N1[C@@H](C(NCC1)=O)C)C=1C=NC(=CC1)OCC(F)(F)F)F (2R)-N-((R)-(3-chloro-2,4-difluorophenyl)(6-(2,2,2-trifluoroethoxy)pyridin-3-yl)methyl)-2-methyl-3-oxopiperazine-1-carboxamide